N-[4-(9H-carbazol-9-yl)phenyl][1,1'-biphenyl]-2-amine C1=CC=CC=2C3=CC=CC=C3N(C12)C1=CC=C(C=C1)NC=1C(=CC=CC1)C1=CC=CC=C1